3-(3-(cyclopropylmethyl)-7-((4-(dimethylamino)cyclohexyl)amino)thieno[3,2-c]pyridin-2-yl)prop-2-yn C1(CC1)CC1=C(SC2=C1C=NC=C2NC2CCC(CC2)N(C)C)C#CC